ClC=1C=C2C(C(=CN(C2=CC1F)C1=NC=C(N=C1)OCCO)C(=O)OCC)=O ethyl 6-chloro-7-fluoro-1-[5-(2-hydroxyethoxy)pyrazin-2-yl]-4-oxoquinoline-3-carboxylate